N-{2-[(6-{[(2,6-dichloro-3,5-dimethoxyphenyl)carbamoyl](methyl)amino}-4-pyrimidinyl)amino]-5-(4-ethyl-1-piperazinyl)phenyl}acrylamide methyl-2-bromo-2-cyclohexylacetate COC(C(C1CCCCC1)Br)=O.ClC1=C(C(=C(C=C1OC)OC)Cl)NC(=O)N(C1=CC(=NC=N1)NC1=C(C=C(C=C1)N1CCN(CC1)CC)NC(C=C)=O)C